ClCC(CCCC(C(CCC(C(CC)Cl)Cl)Cl)Cl)Cl 1,2,6,7,10,11-hexachlorotridecane